COC1=C(C=CC=C1)C1CC(NC=2N=CNC(C21)=O)=O 5-(2-methoxyphenyl)-5,6-dihydropyrido[2,3-d]pyrimidine-4,7(3H,8H)-dione